N-(2-(5-fluoro-1H-indol-3-yl)ethyl)-N-isopropyl-prop-2-en-1-amine FC=1C=C2C(=CNC2=CC1)CCN(CC=C)C(C)C